8-Cyano-7-fluorochromene-5-carboxylic acid methyl ester COC(=O)C=1C=2C=CCOC2C(=C(C1)F)C#N